CN([C@@H](COC(C)=O)C(=O)O)C(C(=C)NC(=O)C=1C=C(C=CC1)C1=CC=C(C=C1)NC(=O)OC(C)(C)C)=O methyl-O-acetyl-N-(2-(4'-((tert-butoxycarbonyl)amino)-[1,1'-biphenyl]-3-carboxamido)acryloyl)-L-serine